C(C(=C)C)(=O)OCCC[SiH2]OC(OCC)OCC γ-methacryloxypropyl-diethoxymethoxysilane